(2S)-2-[[2-(4-methylsulfonylanilino)-5-(1H-tetrazol-5-yl)pyrimidin-4-yl]amino]-2-phenyl-ethanol CS(=O)(=O)C1=CC=C(NC2=NC=C(C(=N2)N[C@H](CO)C2=CC=CC=C2)C2=NN=NN2)C=C1